ClC1=C(C(=O)NC2=C3C=NN(C3=CC=C2)C2=CC=C(C=C2)OC(F)(F)F)C=C(C=C1)CNC(C(CO)(C)C)=O 2-Chloro-5-{[(3-hydroxy-2,2-dimethylpropanoyl)amino]methyl}-N-{1-[4-(trifluoromethoxy)phenyl]-1H-indazol-4-yl}benzamide